1-(5-methyl-2-((tetrahydro-2H-pyran-4-yl)amino)pyrimidin-4-yl)-N-(thiazol-2-ylamino)-1H-imidazole-4-amide CC=1C(=NC(=NC1)NC1CCOCC1)N1C=NC(=C1)C(=O)NNC=1SC=CN1